C(C)C1(OCC2=CC=C(C=C12)OC1=NC=C(C=N1)N1C(N[C@](C1=O)(C)CC)=O)CC (5R)-3-[2-[(3,3-diethyl-1H-isobenzofuran-5-yl)oxy]pyrimidin-5-yl]-5-ethyl-5-methyl-imidazolidine-2,4-dione